COC(C(=O)C1=CC=CC=C1)(O)OC dimethoxyhydroxy-acetophenone